FC1(CN(C1)C(=O)C1=CC2=C(CN(CC2)C2=NC=CC(=N2)NC2=CC=C(C=C2)C2=CN=CN2)S1)F 2-[2-(3,3-difluoroazetidine-1-carbonyl)-4H,5H,6H,7H-thieno[2,3-c]pyridin-6-yl]-N-[4-(1H-imidazol-5-yl)phenyl]pyrimidin-4-amine